C(C1=CC=CC=C1)OC1=C(C=C2C(=NC=NC2=C1)OC1=CC(=C(C=C1)NC(=O)NC1=C(C=C(C=C1)Br)F)Cl)OC 1-(4-((7-(benzyloxy)-6-methoxyquinazolin-4-yl)oxy)-2-chlorophenyl)-3-(4-bromo-2-Fluorophenyl)urea